(4-amino-1,3-dihydrofuro[3,4-c][1,7]naphthyridin-8-yl)((1R,3S)-1-oxido-3-(4-(trifluoromethyl)phenyl)-4-thiomorpholinyl)methanone NC1=NC=2C=NC(=CC2C2=C1COC2)C(=O)N2[C@H](C[S@@](CC2)=O)C2=CC=C(C=C2)C(F)(F)F